BrCCCCCCC1=CC(=CC=C1)F (6-bromohexyl)-3-fluorobenzene